C[N+](CCCCCCCCCC[N+](CCC)(C)C)(CCC)C decamethylenebis(dimethylpropylammonium)